2-(4-Isopropylphenyl)-4-phenyl-5-methylimidazole C(C)(C)C1=CC=C(C=C1)C=1NC(=C(N1)C1=CC=CC=C1)C